FC=1C(=NC(=CC1)NC1=NNC(=C1)C)CC1CCN(CC1)C(C)(C)C1=C(C=CC=C1)C(F)(F)F 4-((3-fluoro-6-((5-methyl-1H-pyrazol-3-yl)amino)pyridin-2-yl)-methyl)-1-(2-(2-(trifluoromethyl)-phenyl)propan-2-yl)piperidine